5-(3,4,5-Trifluorophenoxy)-1,3-phenylenedi(4-aminobenzoate) FC=1C=C(OC=2C=C(C=C(C2)C2=C(C(=O)[O-])C=CC(=C2)N)C2=C(C(=O)[O-])C=CC(=C2)N)C=C(C1F)F